ClC1=NC=C(C(=C1)C1=C(C=NC(=C1)C)C(=O)NC=1SC(=NN1)OCC1COCC1)OC 2'-chloro-5'-methoxy-6-methyl-N-(5-((tetrahydrofuran-3-yl)methoxy)-1,3,4-thiadiazol-2-yl)-(4,4'-bipyridine)-3-carboxamide